FC(S(=O)(=O)OC=1C2=C(N=C(N1)OCC13CCCN3CCC1)CN(CC2)C2=CC=CC1=CC=CC(=C21)Cl)(F)F 7-(8-chloronaphthalen-1-yl)-2-((hexahydro-1H-pyrrolizin-7a-yl)methoxy)-5,6,7,8-tetrahydropyrido[3,4-d]pyrimidin-4-yl trifluoromethanesulfonate